phenyl (4-methyl-5-(pyrrolidin-1-yl)pyridin-2-yl)carbamate CC1=CC(=NC=C1N1CCCC1)NC(OC1=CC=CC=C1)=O